CC1(OB(OC1(C)C)C=1C=NC(=NC1)C#N)C 5-(4,4,5,5-tetramethyl-1,3,2-dioxaborolan-2-yl)pyrimidine-2-carbonitrile